C(C1=CC=CC=C1)OC=1C(C(=CN2C1C(N1[C@H](C=C[C@H]([C@H]2C1)C)C)=O)C(=O)NCC1=C(C(=C(C=C1)F)Cl)F)=O (3S,6R,7S)-12-(benzyloxy)-N-(3-chloro-2,4-difluorobenzyl)-3,6-dimethyl-1,11-dioxo-1,6,7,11-tetrahydro-3H-2,7-methanopyrido[1,2-a][1,4]diazonine-10-carboxamide